rac-1-(5-bromopyridin-2-yl)-2-methoxy-N-methylethan-1-amine BrC=1C=CC(=NC1)[C@H](COC)NC |r|